ClC1=CC=C(C=C1)C1=C(C(=NN1C)NC(=O)C1(CC(C1)(F)F)C)C1CCC1 N-(5-(4-chlorophenyl)-4-cyclobutyl-1-methyl-1H-pyrazol-3-yl)-3,3-difluoro-1-methylcyclobutane-1-carboxamide